CN(C=1C=CC=2C3(C4=CC=C(C=C4OC2C1)N(C)C)OC(C1=CC(=CC=C13)C(NCCOCCOCCNC(C(CC)(CC)NC(C1=NC(=C(C=C1)C1CC1)CC1=CC=C(C=C1)F)=O)=O)=O)=O)C N-(1-(3',6'-Bis(dimethylamino)-3-oxo-3H-spiro[isobenzofuran-1,9'-xanthen]-5-yl)-13-ethyl-1,12-dioxo-5,8-dioxa-2,11-diazapentadecan-13-yl)-5-cyclopropyl-6-(4-fluorobenzyl)picolinamide